N-ethyl-2-(6H-oxazolo[4,5-e]indol-8-yl)ethan-1-amine C(C)NCCC1=CNC2=CC=C3C(=C12)N=CO3